1-(4-{[(1S)-5-[2-(2-aminopyridin-3-yl)-5-(pyrrolidin-1-yl)imidazo[4,5-b]pyridin-3-yl]-2,3-dihydro-1H-inden-1-yl]amino}piperidin-1-yl)prop-2-en-1-one NC1=NC=CC=C1C1=NC=2C(=NC(=CC2)N2CCCC2)N1C=1C=C2CC[C@@H](C2=CC1)NC1CCN(CC1)C(C=C)=O